(3-(3-(6-bromo-7-(((S)-1-(ethylsulfonyl)pyrrolidin-3-yl)amino)-1H-imidazo[4,5-b]pyridin-2-yl)-2,5-dimethyl-1H-pyrrol-1-yl)-2-methylphenyl)-2-(4-methylpiperazin-1-yl)acetamide BrC=1C(=C2C(=NC1)N=C(N2)C2=C(N(C(=C2)C)C=2C(=C(C=CC2)C(C(=O)N)N2CCN(CC2)C)C)C)N[C@@H]2CN(CC2)S(=O)(=O)CC